C(C)(C)(C)OC(NC1=NC=CC2=CC(=CC=C12)NCC1=CC=C(C=C1)COC1CCN(CC1)C)=O (6-((4-(((1-methylpiperidin-4-yl)oxy)methyl)benzyl)amino)isoquinolin-1-yl)carbamic acid tert-butyl ester